CC1=C(C=O)C(=CC(=C1)F)C 2,6-DIMETHYL-4-FLUOROBENZALDEHYDE